2-(6-(((1R,2S,3S,5R)-2-fluoro-1,5,8-trimethyl-8-azabicyclo[3.2.1]oct-6-en-3-yl)(methyl)amino)pyridazin-3-yl)-5-(4H-1,2,4-triazol-4-yl)phenol F[C@@H]1[C@]2(C=C[C@@](C[C@@H]1N(C1=CC=C(N=N1)C1=C(C=C(C=C1)N1C=NN=C1)O)C)(N2C)C)C